(6-chloro-2',3',4',5',6'-pentafluoro-4-hydroxy-[1,1'-biphenyl]-3-yl)-2,2-difluoroacetamide ClC1=CC(=C(C=C1C1=C(C(=C(C(=C1F)F)F)F)F)C(C(=O)N)(F)F)O